3-(2,3-dichlorophenyl)-6-(1,8-diazaspiro[4.5]decan-8-yl)pyrazin-2-amine ClC1=C(C=CC=C1Cl)C=1C(=NC(=CN1)N1CCC2(CCCN2)CC1)N